NCC=1OC2=C(C1)C=C(C=C2C(=O)OCC(F)(F)F)F 2,2,2-trifluoroethyl 2-(aminomethyl)-5-fluorobenzofuran-7-carboxylate